ClC(C1=NC(=NO1)C1=CC=C(C=C1)C1(CC1)NC(N(C)OC)=O)(F)F 3-[1-(4-{5-[chloro(difluoro)methyl]-1,2,4-oxadiazol-3-yl}phenyl)cyclopropyl]-1-methoxy-1-methylurea